[Cl-].C(C)(C)(C)O[V+3]OC(C)(C)C.[Cl-].[Cl-] di-tert-butoxyvanadium chloride